C1(=CC=CC=C1)CC(C)OC(CN)=O 3-phenylpropan-2-yl-2-aminoacetate